C(C)(=O)C=1C(=CC2=C(OCO2)C1)NC(C(C)(N1CCOCC1)C)=O N-(6-acetylbenzo[d][1,3]dioxol-5-yl)-2-methyl-2-morpholinopropionamide